FC1=NC(=CC(=C1)C)F 2,6-Difluoro-4-methylpyridine